CN(C1=CC=C(C=2C1=NSN2)/C=C/C=2SC1=C([N+]2CCCCCC(=O)NCCC2=CC=C(C=C2)O)C=CC=C1)C (E)-2-(2-(7-(dimethylamino)benzo[c][1,2,5]thiadiazol-4-yl)vinyl)-3-(6-((4-hydroxyphenethyl)amino)-6-oxohexyl)benzo[d]thiazol-3-ium